3-(ethyl-(methyl)amino)phenol C(C)N(C=1C=C(C=CC1)O)C